ethyl 5-(3-(tert-butyl (diphenylsilyl)oxy)-1-(difluoromethyl)propoxy)-1H-pyrazole-3-carboxylate C(C)(C)(C)[Si](OCCC(OC1=CC(=NN1)C(=O)OCC)C(F)F)(C1=CC=CC=C1)C1=CC=CC=C1